FC(N1N=C2N(CCNC2)C1)(F)F 2-(trifluoromethyl)-5,6,7,8-tetrahydro-[1,2,4]triazolo[4,3-a]pyrazine